2-{6-[5-chloro-2-(methylamino)pyrimidin-4-yl]-1-oxo-2,3-dihydro-1H-isoindol-2-yl}-N-[(1S,2S)-1-(3-fluoro-5-methoxyphenyl)-2-hydroxybutyl]acetamide ClC=1C(=NC(=NC1)NC)C1=CC=C2CN(C(C2=C1)=O)CC(=O)N[C@H]([C@H](CC)O)C1=CC(=CC(=C1)OC)F